CN1C=NC=2C1=NC(=C(C2)OC2=C(C=C(C=C2)NC=2C1=C(N=CN2)C=NC(=N1)S(=O)C)C)C N-(4-((3,5-dimethyl-3H-imidazo[4,5-b]pyridin-6-yl)oxy)-3-methylphenyl)-6-(methylsulfinyl)pyrimido[5,4-d]pyrimidin-4-amine